4-(4-(3-oxa-7,9-diaza-bicyclo[3.3.1]nonan-9-yl)-6-chloro-8-fluoro-2-(((S)-1-methylpyrrolidin-2-yl)meth-oxy)quinazolin-7-yl)-2-amino-7-fluorobenzo[b]-thiophene-3-carbonitrile C12COCC(CNC1)N2C2=NC(=NC1=C(C(=C(C=C21)Cl)C2=CC=C(C=1SC(=C(C12)C#N)N)F)F)OC[C@H]1N(CCC1)C